ClC1=NC(=CC(=C1)C)N1N=CC(=C1C)C(=O)N1CCC(CC1)C(F)(F)F 2-chloro-4-methyl-6-{5-methyl-4-[4-(trifluoromethyL)piperidine-1-carbonyl]-1H-pyrazol-1-yl}pyridine